1-(cyclopropylmethyl)-N-(1-methylcyclopropyl)-2,4-dioxo-3-pyrrolidin-3-yl-quinazoline-6-sulfonamide C1(CC1)CN1C(N(C(C2=CC(=CC=C12)S(=O)(=O)NC1(CC1)C)=O)C1CNCC1)=O